(4-(cyclohexyloxy)phenyl)-6-methoxy-7-((1-methylpiperidin-4-yl)methoxy)quinazolin-4-amine C1(CCCCC1)OC1=CC=C(C=C1)C1=NC2=CC(=C(C=C2C(=N1)N)OC)OCC1CCN(CC1)C